dioleoyl-phosphorylcholine C(CCCCCCC\C=C/CCCCCCCC)(=O)P(=O)(C(CCCCCCC\C=C/CCCCCCCC)=O)OCC[N+](C)(C)C